1-(1-methylpiperidin-4-yl)-3-(1-(4-(2-methyltetrahydro-2H-pyran-3-yl)phenyl)ethyl)urea CN1CCC(CC1)NC(=O)NC(C)C1=CC=C(C=C1)C1C(OCCC1)C